ClC1=CC=C(C=C1)S(=O)(=O)NCC(=O)N[C@H](C(=O)N(C)C1=CC=C(C=C1)OC)CC1=CC=CC=C1 (S)-2-(2-((4-chlorophenyl)sulfonamido)acetylamino)-N-(4-methoxyphenyl)-N-methyl-3-phenylpropionamide